diphenyl-(5-(trifluoromethyl)-[1,1'-biphenyl]-2-yl)phosphine C1(=CC=CC=C1)P(C1=C(C=C(C=C1)C(F)(F)F)C1=CC=CC=C1)C1=CC=CC=C1